4-(4-{5-[5-Fluoro-6-(2-methoxyethoxy)-1H-indazol-3-yl]-1,2-oxazol-3-yl}benzoyl)-1λ6-thiomorpholine-1,1-dione FC=1C=C2C(=NNC2=CC1OCCOC)C1=CC(=NO1)C1=CC=C(C(=O)N2CCS(CC2)(=O)=O)C=C1